ClC=1C=C(CNC2=NC=NC3=CC(=C(C=C23)OC2CCN(CC2)C(C=C)=O)OC)C=CC1F 1-(4-((4-((3-chloro-4-fluorobenzyl)amino)-7-methoxyquinazolin-6-yl)oxy)piperidin-1-yl)prop-2-en-1-one